1,3-dioxolane lithium [Li].O1COCC1